2-fluoro-4-methyl-5-(8-{3-oxabicyclo[4.1.0]heptan-6-yl}imidazo[1,2-a]pyridin-6-yl)aniline FC1=C(N)C=C(C(=C1)C)C=1C=C(C=2N(C1)C=CN2)C21CCOCC1C2